C[C@@H]1CC[C@H]([C@@H](C1)C(=O)NCC(=O)OCC)C(C)C ethyl 2-[[(1R,2S,5R)-5-methyl-2-propan-2-yl-cyclohexanecarbonyl]amino]acetate